1,2-bis[(3-ethyloxetane-3-yl)methoxy]benzene methyl-(S)-4-amino-butanoat COC(CCCN)=O.C(C)C1(COC1)COC1=C(C=CC=C1)OCC1(COC1)CC